FC=1C2=C(N3C1CN(CC3)C(CCOC[C@H](C)NC3=C(C(NN=C3)=O)C(F)(F)F)=O)N=CC(=C2)C(F)(F)F (S)-5-((1-(3-(5-fluoro-3-(trifluoromethyl)-8,9-dihydropyrido[3',2':4,5]pyrrolo[1,2-a]pyrazin-7(6H)-yl)-3-oxopropoxy)propan-2-yl)amino)-4-(trifluoromethyl)pyridazin-3(2H)-one